2-chloro-4-(3-fluorophenyl)-1,3,2-dioxaphospholane ClP1OCC(O1)C1=CC(=CC=C1)F